P(=O)(O)(O)OCC=1C(=C(C(=NC1)C)O)C=O pyridoxal phosphat